3-[Hydroxy-(4-isopropyl-phenyl)-(2-pyrrolidin-1-yl-pyrimidin-5-yl)-methyl]-3-methyl-azetidine-1-carboxylic acid tert-butyl ester C(C)(C)(C)OC(=O)N1CC(C1)(C)C(C=1C=NC(=NC1)N1CCCC1)(C1=CC=C(C=C1)C(C)C)O